α-Deutero-2-((tert-butoxycarbonyl)amino)-4-cyanobutyric acid [2H]C(C(=O)O)(CCC#N)NC(=O)OC(C)(C)C